12H-benzofuro[3,2-a]carbazole-2,4,6,7,9,11-d6 C1=C(C=C(C2=C1C1=C(C(=C(C=3C4=CC(=CC(=C4NC13)[2H])[2H])[2H])[2H])O2)[2H])[2H]